3-(4-(ethylsulfonamido)-3-((4-fluorobenzyl)(methyl)amino)phenyl)-5-(pyrazin-2-ylamino)-1H-pyrazole-4-carboxamide C(C)S(=O)(=O)NC1=C(C=C(C=C1)C1=NNC(=C1C(=O)N)NC1=NC=CN=C1)N(C)CC1=CC=C(C=C1)F